C(C=C)OC=1C=C(C2=C(N=C(O2)N2CC3CCC(C2)N3)C1)C=1SC=CN1 5-(allyloxy)-2-(3,8-diazabicyclo[3.2.1]octan-3-yl)-7-(thiazol-2-yl)benzo[d]oxazole